1-{[(2-methylpropan-2-yl)oxy]carbonyl}piperidine-4-carbonyl chloride CC(C)(C)OC(=O)N1CCC(CC1)C(=O)Cl